3-chloro-2-methoxybenzonitrile ClC=1C(=C(C#N)C=CC1)OC